(S)-(6-(3,5-dimethylisoxazol-4-yl)-4-(3-phenylmorpholino)quinazolin-2-yl)(1-methyl-1,4,6,7-tetrahydro-5H-pyrazolo[4,3-c]pyridin-5-yl)methanone CC1=NOC(=C1C=1C=C2C(=NC(=NC2=CC1)C(=O)N1CC2=C(CC1)N(N=C2)C)N2[C@H](COCC2)C2=CC=CC=C2)C